3,4-bis(dicyclohexylphosphino)-2,5-dicyclohexylthiophene C1(CCCCC1)P(C1=C(SC(=C1P(C1CCCCC1)C1CCCCC1)C1CCCCC1)C1CCCCC1)C1CCCCC1